CC1=C(C(=O)O)C=CN=C1 3-methylisonicotinic acid